acryloxypropyl-3-phosphonopropionate C(C=C)(=O)OCCCOC(CCP(=O)(O)O)=O